(2-(2-fluoro-2-methylpropyl)-2-azabicyclo[2.1.1]hexan-4-yl)carbamic acid benzyl ester C(C1=CC=CC=C1)OC(NC12CN(C(C1)C2)CC(C)(C)F)=O